(S)-2-chloro-1'-(8-iodoimidazo[1,2-C]pyrimidin-5-yl)-4,6-dihydrospiro[cyclopenta[d]thiazol-5,4'-piperidin]-4-amine ClC=1SC2=C(N1)[C@H](C1(CCN(CC1)C1=NC=C(C=3N1C=CN3)I)C2)N